C(C=1C(=CC=CC1)OC)=O o-Anisaldehyd